CC1=CC=C(C=C1)S(=O)(=O)OCCOCCOCC(OCCOCCOCCCN[C@@H](C(C)(C)C)C(=O)N1[C@@H](C[C@H](C1)O)C(NCC1=CC=C(C=C1)C1=C(N=CS1)C)=O)=O (S)-20-((2S,4R)-4-hydroxy-2-((4-(4-methylthiazol-5-yl)benzyl)carbamoyl)pyrrolidine-1-carbonyl)-21,21-dimethyl-l-8-oxo-3,6,9,12,15-pentaoxa-19-azadocosyl 4-methylbenzenesulfonate